O=C(C(=O)OCC=C(CCC=C(C)C)C)C1=CC=CC=C1 3,7-dimethylocta-2,6-dienyl 2-oxo-2-phenylacetate